N-(2-(5-chloro-1-methyl-1H-pyrazol-4-yl)-6-cyanophenyl)-4-(5-((1S,2S)-2-fluorocyclopropyl)-1,2,4-oxadiazol-3-yl)-4-methylpiperidine-1-carboxamide ClC1=C(C=NN1C)C1=C(C(=CC=C1)C#N)NC(=O)N1CCC(CC1)(C)C1=NOC(=N1)[C@H]1[C@H](C1)F